NC=1N=C(SC1C(C1=CC=CC=C1)=O)N(C1=CC=C(C=C1)OC)[C@@H](C(=O)N)C |r| rac-2-(N-(4-Amino-5-benzoylthiazol-2-yl)-4-methoxyanilino)propanamid